cis-8-dimethylamino-1-[(2-methoxyphenyl)-methyl]-3-(2-methyl-pyrimidin-5-yl)-8-phenyl-1,3-diazaspiro[4.5]decan-2-one CN(C1(CCC2(CN(C(N2CC2=C(C=CC=C2)OC)=O)C=2C=NC(=NC2)C)CC1)C1=CC=CC=C1)C